BrC1=CC=C(N=N1)N[C@@H]1CC[C@H]2CN(C[C@H]21)C(=O)C2=CC=1N(C(CCC1S2)=O)C 2-{[(3aS,4R,6aR)-4-[(6-bromo-3-pyridazinyl)amino]hexahydrocyclopenta[c]pyrrol-2(1H)-yl]carbonyl}-4-methyl-6,7-dihydrothieno[3,2-b]pyridin-5(4H)-one